C1(CCCCC1)N(C(COC1=CC=C(C=C1)C)=O)C1=CC=CC=C1 N-cyclohexyl-N-phenyl-2-(p-tolyloxy)acetamide